FC1(CCC(CC1)CN1N=C(C(=C1C(=O)NC1=CC(=NC=C1)S(=O)(=O)C)C(F)F)C)F 1-((4,4-difluorocyclohexyl)methyl)-4-(difluoromethyl)-3-methyl-N-(2-(methylsulfonyl)pyridin-4-yl)-1H-pyrazole-5-carboxamide